CS(=O)(=O)NC1=C(C(=O)O)C=C(C=C1)S(F)(F)(F)(F)F 2-(methanesulfonamido)-5-(pentafluoro-lambda6-sulfanyl)benzoic acid